FC1=CC=C(C=C1)C1=NC(=CC(=C1)C(C(=O)OC)(C)C)OC1[C@@H]2CN(C[C@H]12)C(=O)C1=CC(=NN1C)C=1N=CSC1 methyl 2-(2-(4-fluorophenyl)-6-(((1R,5S,6s)-3-(1-methyl-3-(thiazol-4-yl)-1H-pyrazole-5-carbonyl)-3-azabicyclo[3.1.0]hexan-6-yl)oxy)pyridin-4-yl)-2-methylpropanoate